N=1C=CN2N=CC(=CC21)C#CC2=NN(C(=C2C(=O)N)NC)[C@@H]2CN([C@H](C2)COC)C(C=C)=O 3-(2-[Imidazo[1,2-b]pyridazin-7-yl]ethynyl)-1-[(3S,5R)-5-(methoxymethyl)-1-(prop-2-enoyl)pyrrolidin-3-yl]-5-(methylamino)pyrazole-4-carboxamide